5-((4-(dimethylamino)phenyl)amino)-2,3-dioxo-2,3-dihydro-1H-pyrrolo[3,2-c]isoquinoline-7-carboxylic acid CN(C1=CC=C(C=C1)NC1=NC2=C(C=3C=CC(=CC13)C(=O)O)NC(C2=O)=O)C